C(CCCCC)NS(=O)=N N-hexyl-sulfonimidamide